(S)-4-(diphenylcarbamoyl)-1-(2-ethyl-2-phenylbutyryl)piperazine-2-carboxylic acid C1(=CC=CC=C1)N(C(=O)N1C[C@H](N(CC1)C(C(CC)(C1=CC=CC=C1)CC)=O)C(=O)O)C1=CC=CC=C1